C(#N)C1=CC(=NN1)CN(C(OC(C)(C)C)=O)C tert-butyl N-[(5-cyano-1H-pyrazol-3-yl)methyl]-N-methylcarbamate